NC=1C=NC=C(C1N1CCN(CC1)C(=O)N1CCN(CC1)C)F (4-(3-amino-5-fluoropyridin-4-yl)piperazin-1-yl)(4-methylpiperazin-1-yl)methanone